BrC=1C=C(C(=O)OC)C=C(C1)C=1C(=NN(C1C)C)C methyl 3-bromo-5-(1,3,5-trimethyl-1H-pyrazol-4-yl)benzoate